FC=1C=NC2=CC=CC(=C2C1)N[C@@H]1CN(CC1)CC(=O)N1[C@@H](CCC1)C#N (2S)-1-[2-[(3S)-3-[(3-fluoro-5-quinolinyl)amino]pyrrolidin-1-yl]acetyl]pyrrolidine-2-carbonitrile